8-(benzyloxy)-7-methoxy-4-(4-methoxyphenyl)-3-methyl-3,4-dihydro-1H-benzo[e][1,4]diazepin-2,5-dione-6-d C(C1=CC=CC=C1)OC=1C(=C(C2=C(NC(C(N(C2=O)C2=CC=C(C=C2)OC)C)=O)C1)[2H])OC